1-(4-bromo-5-fluoro-2-nitrophenyl)-N,N-dimethylpyrrolidin-3-amine BrC1=CC(=C(C=C1F)N1CC(CC1)N(C)C)[N+](=O)[O-]